C(C)NC1=C(C=CC=C1)NCCNC1=CC=C(C=C1)C N-(2-ethylaminophenyl)-N'-(4-methylphenyl)-1,2-ethanediamine